CC1=CC=C(C(=O)OCCC(C)C)C=C1 isoamyl p-methylbenzoate